2'-(4,5-dimethyl-1H-imidazol-2-yl)-5-[1-(methylsulfonyl)-2,5-dihydro-1H-pyrrol-3-yl]-3,4'-bipyridine CC=1N=C(NC1C)C1=NC=CC(=C1)C=1C=NC=C(C1)C=1CN(CC1)S(=O)(=O)C